C12N(CC(CC1)CC2)CCNC(=O)C=2C=C(C(=NC2)C)NC(=O)C=2N=NN1C2C=CC(=C1)C=1C=NN(C1)C N-(5-((2-((1s,4s)-2-azabicyclo[2.2.2]octan-2-yl)ethyl)carbamoyl)-2-methylpyridin-3-yl)-6-(1-methyl-1H-pyrazol-4-yl)-[1,2,3]triazolo[1,5-a]pyridine-3-carboxamide